tert-butyl 2-benzyl-7-(3-(dimethylamino)propanoyl)-2,3,4,5a,6,7,8,9-octahydro-5H-1,2,5,7-tetraazabenzo[cd]azulene-5-carboxylate C(C1=CC=CC=C1)N1N=C2CCN(CC3C2=C1CCN3C(=O)OC(C)(C)C)C(CCN(C)C)=O